(1-(2-(difluoromethyl)pyridin-3-yl)-1H-imidazol-4-yl)-N-(1-(methylsulfonyl)piperidin-4-yl)-5-(trifluoromethyl)pyrimidin-2-amine FC(C1=NC=CC=C1N1C=NC(=C1)C1=NC(=NC=C1C(F)(F)F)NC1CCN(CC1)S(=O)(=O)C)F